BrC1=CN(C2=C(C=CC=C12)C1CC1)C(=O)OC(C)(C)C tert-butyl 3-bromo-7-cyclopropylindole-1-carboxylate